2-ethyl-N-(2-methoxy-1-methylethyl)6-methylaniline C(C)C1=C(NC(COC)C)C(=CC=C1)C